2-chloro-N-(5-nitrothiazol-2-yl)benzamide ClC1=C(C(=O)NC=2SC(=CN2)[N+](=O)[O-])C=CC=C1